1-vinyl-3-aminopropylimidazole chloride [Cl-].C(=C)C(CCN)C=1NC=CN1